4-(morpholinylmethyl)benzylamine N1(CCOCC1)CC1=CC=C(CN)C=C1